4-(6,8-difluoro-2-(((S)-1-(2-hydroxyethyl)pyrrolidin-2-yl)methoxy)-4-((1S,5R)-1-methyl-3,8-diazabicyclo[3.2.1]octan-3-yl)quinazolin-7-yl)naphthalen-2-ol FC=1C=C2C(=NC(=NC2=C(C1C1=CC(=CC2=CC=CC=C12)O)F)OC[C@H]1N(CCC1)CCO)N1C[C@@]2(CC[C@H](C1)N2)C